2,3-difluoro-4-((4-(4-methyl-3-pentenyl)-3-cyclohexenyl)methoxy)-4'-(4-propylcyclohexyl)-1,1'-biphenyl FC1=C(C=CC(=C1F)OCC1CC=C(CC1)CCC=C(C)C)C1=CC=C(C=C1)C1CCC(CC1)CCC